CC1=CC(=NC=C1N1C(CCC1)C)NC(OC1=CC=CC=C1)=O phenyl (4-methyl-5-(2-methylpyrrolidin-1-yl)pyridin-2-yl)carbamate